C(C)OC(C(N1C[C@@H](CC1)NCCCCC1=NC=2NCCCC2C=C1)C1=CC=CC=C1)=O 2-phenyl-2-((R)-3-(4-(5,6,7,8-tetrahydro-1,8-naphthyridin-2-yl)butylamino)pyrrolidin-1-yl)acetic acid ethyl ester